2'-chloro-5'-methoxy-6-methyl-N-(5-((1R,2R)-2-methylcyclopropyl)-1,3,4-thiadiazol-2-yl)-(4,4'-bipyridine)-3-carboxamide ClC1=NC=C(C(=C1)C1=C(C=NC(=C1)C)C(=O)NC=1SC(=NN1)[C@H]1[C@@H](C1)C)OC